N1C=CC2=CC=CC=C12.P(=O)(O)(O)O phosphate-indole